2-(3,5-dichloro-4-(4-hydroxy-3-(isothiazol-4-yl)benzyl)phenoxy)-N-methylacetamide ClC=1C=C(OCC(=O)NC)C=C(C1CC1=CC(=C(C=C1)O)C=1C=NSC1)Cl